C(C)(C)(C)O[C@H]1[C@@H](C[C@H]2N(CCC3=CC(=C(C=C23)OC)OCC2C(C2)F)C1)O (2r,3r,11br)-3-(tert-butoxy)-9-((2-fluorocyclopropyl)methoxy)-10-methoxy-1,3,4,6,7,11b-hexahydro-2H-pyrido[2,1-a]isoquinolin-2-ol